CC=1NC(C=2C(N1)=CC(N(C2)C2(COCC2)C(F)(F)F)=O)=O 2-methyl-6-(3-(trifluoromethyl)tetrahydrofuran-3-yl)pyrido[4,3-d]pyrimidine-4,7(3H,6H)-dione